COC1=CC=C(CNC=2C=3N(C4=CC(=CC=C4N2)C(=O)O)C=CC3)C=C1 4-((4-methoxybenzyl)amino)pyrrolo[1,2-a]quinoxalin-8-carboxylic acid